O=S1(CCC2=C1C(=CC=C2)N[C@H](C)C=2C=C(C=C1C(N(C(=NC21)N2CCOCC2)C)=O)C)=O 8-[(1R)-1-[(1,1-dioxo-2,3-dihydrobenzothiophen-7-yl)amino]ethyl]-3,6-dimethyl-2-morpholino-quinazolin-4-one